F[C@H]1[C@H](C(CN(C1)C1=NC=CC(=N1)NC=1N=CC2=C(N=CC=C2C1)N1CC(C1)CS(=O)(=O)C)(C)C)O (4S,5R)-5-fluoro-1-[4-({8-[3-(methanesulfonylmeth-yl)azetidin-1-yl]-2,7-naphthyridin-3-yl}amino)pyrimidin-2-yl]-3,3-dimethylpiperidin-4-ol